1-allyl-2,2,5,5-tetramethyl-1-aza-2,5-disilacyclopentane C(C=C)N1[Si](CC[Si]1(C)C)(C)C